CC1(C2(CCC(C1)C2(C)C)C)O 2-methyl-borneol